O1COC2=C1C=CC(=C2)C2=NNC(=C2)NC(C2=CC=C(C=C2)NCCCN2CCOCC2)=O N-(3-(benzo[d][1,3]dioxol-5-yl)-1H-pyrazol-5-yl)-4-((3-morpholinopropyl)amino)benzamide